5-bromoquinoline-2-carboxylic acid BrC1=C2C=CC(=NC2=CC=C1)C(=O)O